5-[[4-[(2-azidoacetyl)amino]-3-fluoro-phenyl]sulfonyl-[(4-methoxyphenyl)methyl]amino]thiazole-4-carboxylic acid tert-butyl ester C(C)(C)(C)OC(=O)C=1N=CSC1N(CC1=CC=C(C=C1)OC)S(=O)(=O)C1=CC(=C(C=C1)NC(CN=[N+]=[N-])=O)F